(S)-1-((4-(cyclopropylethynyl)-4-(1,1-difluoroethyl)-6-fluoro-2-oxo-1,2,3,4-tetrahydroquinazolin-7-yl)methyl)-4-fluoro-1H-pyrazole-3-carboxamide C1(CC1)C#C[C@@]1(NC(NC2=CC(=C(C=C12)F)CN1N=C(C(=C1)F)C(=O)N)=O)C(C)(F)F